ethyl (Z)-2-azido-3-(2-methyl-5-pyrimidinyl)acrylate N(=[N+]=[N-])\C(\C(=O)OCC)=C/C=1C=NC(=NC1)C